FC1(CN(C1)C(C([C@H](C[C@H]1C(NCC1)=O)NC(OC(C)(C)C)=O)O)=O)F tert-butyl ((2S)-4-(3,3-difluoroazetidin-1-yl)-3-hydroxy-4-oxo-1-((S)-2-oxopyrrolidin-3-yl)butan-2-yl)carbamate